FC(C(=O)C1=NC=NC(=C1)OCC(F)(F)F)F 2,2-difluoro-1-[6-(2,2,2-trifluoroethoxy)pyrimidin-4-yl]ethanone